C(C1=CC=CC=C1)N(C=1C=C(C=C(C1[N+](=O)[O-])C)C=1CCN(CC1)C(=O)OC(C)(C)C)C tert-butyl 4-(3-(benzyl(methyl)amino)-5-methyl-4-nitrophenyl)-3,6-dihydropyridine-1(2H)-carboxylate